C1(=CC=CC=C1)NC=1C=C(C=CC1)B(O)O 3-(PHENYLAMINO)PHENYLBORONIC ACID